ClC1=C(C=C(C(=O)N2CC=3C(C[C@H]2C)=NN(C3C(=O)OCC)[C@@H](CNC(C)C3=NC=C(N=C3)C#N)C)C=C1)C(F)(F)F ethyl (6R)-5-(4-chloro-3-(trifluoromethyl)benzoyl)-2-((2R)-1-((1-(5-cyanopyrazin-2-yl)ethyl)amino)propan-2-yl)-6-methyl-4,5,6,7-tetrahydro-2H-pyrazolo[4,3-c]pyridine-3-carboxylate